(4-(4-methylpiperazine-1-yl)piperidin-1-yl)methanone CN1CCN(CC1)C1CCN(CC1)C=O